C1(CC1)C(CC(=O)O)C1=CC2=C(C=C(O2)C2CCNCC2)C=C1 3-cyclopropyl-3-(2-piperidin-4-yl-benzofuran-6-yl)-propionic acid